N4-(3-chloro-2-fluoro-phenyl)-7-[2-[(1S,5R)-3-methyl-3-azabicyclo[3.1.0]hexane-1-yl]ethynyl]quinazoline-4,6-diamine ClC=1C(=C(C=CC1)NC1=NC=NC2=CC(=C(C=C12)N)C#C[C@]12CN(C[C@@H]2C1)C)F